1,1,1,4,4,4-Hexafluoro-2-trifluoromethyl-3-methyl-but-2-ene FC(C(=C(C(F)(F)F)C)C(F)(F)F)(F)F